OC1(CC(C1)C(=O)N1CC2(C1)CC(C2)C2=CC(=C(C=C2)C(F)(F)F)C)C ((1s,3s)-3-hydroxy-3-methylcyclobutyl)(6-(3-methyl-4-(trifluoromethyl)phenyl)-2-azaspiro[3.3]hept-2-yl)methanone